C(C1=CC(O)=C(O)C(O)=C1)(=O)[C@]1(O)[C@](O)([C@@H](O)[C@](O)([C@H](O1)C(O)C(C1=CC(O)=C(O)C(O)=C1)=O)C(C1=CC(O)=C(O)C(O)=C1)=O)C(C1=CC(O)=C(O)C(O)=C1)=O 1,2,4,6-tetra-galloyl-beta-D-glucopyranose